3-(3-(3,4-Dihydroxyphenyl)propylthio)propan-1,2-diyl-bis(norbornen-2-carboxylat) OC=1C=C(C=CC1O)CCCSCC(CC12C(=CC(CC1)C2)C(=O)[O-])C21C(=CC(CC2)C1)C(=O)[O-]